diethyl 2,3-dimethyl-3-ethyl-succinate CC(C(=O)OCC)C(C(=O)OCC)(CC)C